3-(5-(((1S,2S)-2-(3-(2-fluorophenyl)azetidin-1-yl)cyclohexyl)oxy)-1-oxoisoindolin-2-yl)piperidine-2,6-dione FC1=C(C=CC=C1)C1CN(C1)[C@@H]1[C@H](CCCC1)OC=1C=C2CN(C(C2=CC1)=O)C1C(NC(CC1)=O)=O